C(#N)[C@H](C[C@H]1C(NCC1)=O)NC([C@H](CC(C)(C)C)NC(=O)C=1NC2=CC=CC=C2C1)=O N-[(2S)-1-({(1S)-1-cyano-2-[(3S)-2-oxopyrrolidin-3-yl]ethyl}amino)-4,4-dimethyl-1-oxopentan-2-yl]-1H-indole-2-carboxamide